Cl.COC([C@@H](N)CS)=O (L)-cysteine methyl ester hydrochloride